tert-butyl 6-((E)-but-2-enyl)-3,3-dimethyl-5-oxo-2,3,5,6-tetrahydro-pyrrolo[2,3-C]pyridine-1-carboxylate C(\C=C\C)N1C=C2C(=CC1=O)C(CN2C(=O)OC(C)(C)C)(C)C